3-(5-cyanopyridin-3-ylsulfonyl)biphenyl-4-carboxamide C(#N)C=1C=C(C=NC1)S(=O)(=O)C=1C=C(C=CC1C(=O)N)C1=CC=CC=C1